C(CCC(=O)O)(=O)O.OCCN1C(CC(CC1(C)C)O)(C)C N-β-hydroxyethyl-2,2,6,6-tetramethyl-4-hydroxypiperidine succinate